C(C)(C)(C)C=1OC=C(N1)C(C)=O 1-(2-tert-butyl-oxazole-4-yl)ethanone